NCCC(=O)N(C)[C@@H]([C@@H](C1=CC=CC=C1)O)C 3-amino-N-((1R,2R)-1-hydroxy-1-phenylpropan-2-yl)-N-methylpropanamide